Cl.Cl.CC1(N=C(NC2=CC=CC=C12)SCCN1CCCC1)C 4,4-dimethyl-2-((2-(pyrrolidin-1-yl)ethyl)thio)-1,4-dihydroquinazoline dihydrochloride